4-{1-(cyclopropylmethyl)-5-[(6-{3,5-dimethyl-4-[(±)-2,2,2-trifluoro-1-hydroxyethyl]-1H-pyrazol-1-yl}pyrimidin-4-yl)amino]-4-methyl-1H-pyrazol-3-yl}benzonitrile C1(CC1)CN1N=C(C(=C1NC1=NC=NC(=C1)N1N=C(C(=C1C)[C@H](C(F)(F)F)O)C)C)C1=CC=C(C#N)C=C1 |r|